COC=1C=C(C=CC1OC)C1=CC=2C=NC(=CC2N1C)C1CCN(CC1)C(CN1CCCCC1)=O 1-(4-(2-(3,4-Dimethoxyphenyl)-1-methyl-1H-pyrrolo[3,2-c]pyridin-6-yl)piperidin-1-yl)-2-(piperidin-1-yl)ethan-1-on